COC1=CC(=NC=C1C#N)C1=NC=C(C=C1)CN1C[C@H](OCC1)C=1C(=C2COC(C2=CC1)=O)C (R)-4-methoxy-5'-((2-(4-methyl-1-oxo-1,3-dihydroisobenzofuran-5-yl)morpholino)methyl)-[2,2'-bipyridine]-5-carbonitrile